COC1CCN(CC1)C=1C=C2C(=CC=NC2=CC1)C(=O)O 6-(4-Methoxypiperidin-1-yl)quinoline-4-carboxylic acid